FC(OC1=CC=C(C=C1)S(=O)(=O)N[C@@H]1[C@@H](CC2=CC=CC=C12)C(=O)OC)(F)F methyl (1R,2R)-1-((4-(trifluoromethoxy)phenyl)sulfonamido)-2,3-dihydro-1H-indene-2-carboxylate